N-(2-nitrobenzyloxycarbonyl)imidazolium tetraphenyl-borate C1(=CC=CC=C1)[B-](C1=CC=CC=C1)(C1=CC=CC=C1)C1=CC=CC=C1.[N+](=O)([O-])C1=C(COC(=O)N2C=[NH+]C=C2)C=CC=C1